(4R)-4-[(2-{[(4as,7ar)-1-methyl-octahydro-1H-cyclopenta[b]pyridin-4a-yl]methoxy}-7-(8-ethynyl-7-fluoro-3-hydroxynaphthalen-1-yl)-8-fluoroquinazolin-4-yl)amino]pyrrolidin-2-one CN1[C@H]2[C@@](CCC1)(CCC2)COC2=NC1=C(C(=CC=C1C(=N2)N[C@@H]2CC(NC2)=O)C2=CC(=CC1=CC=C(C(=C21)C#C)F)O)F